C1(CC1)[C@]1(C(N(C[C@H]1C)C1=NN(C2=CN=CC=C21)C=2C=NN(C2)C(F)F)=O)C#N (3R,4S)-3-cyclopropyl-1-(1-(1-(difluoromethyl)-1H-pyrazol-4-yl)-1H-pyrazolo[3,4-c]pyridin-3-yl)-4-methyl-2-oxopyrrolidine-3-carbonitrile